FCC1(CC1)CC1=NC=2C(=NC=CC2)N1 ((1-(fluoromethyl)cyclopropyl)methyl)-3H-imidazo[4,5-b]pyridine